(5S,7S)-5-(3-fluorophenyl)-7-fluoro-6,7-dihydro-5H-pyrrolo[1,2-b][1,2,4]triazole-2-thiol FC=1C=C(C=CC1)[C@@H]1C[C@@H](C=2N1N=C(N2)S)F